ClC=1C=C(C=CC1)N1C[C@@H](CC1=O)C(=O)NC1C2CCC(C1)N2C#N (3R)-1-(3-chlorophenyl)-N-(7-cyano-7-azabicyclo[2.2.1]heptan-2-yl)-5-oxo-3-pyrrolidinecarboxamide